FC(OC1=CC=C(C=C1)C1=CN=C2N1C=CN=C2NC2=CC(=C(C(=O)NCCOCCN1CC3(CC1)CCOCC3)C=C2)C)F 4-[[3-[4-(difluoromethoxy)phenyl]imidazo[1,2-a]pyrazin-8-yl]amino]-2-methyl-N-[2-[2-(8-oxa-2-azaspiro[4.5]decan-2-yl)ethoxy]ethyl]benzamide